The molecule is an alpha-bromoketone that is acetone in which one of the hydrogens is replaced by a bromine atom. A poweful lachrymator, it was formerly used as a chemical weapon. It has a role as a lachrymator. It derives from an acetone. CC(=O)CBr